ClC=1C=CC(=C(C(=O)O)C1)NC1=C(C=C(C=C1)F)OCC 5-chloro-2-((2-ethoxy-4-fluoro-phenyl)amino)-benzoic acid